CC1=NC(N(O1)O)C1=CC(=CC(=C1)[N+](=O)[O-])[N+](=O)[O-] 5-methyl-hydroxyl-3-(3,5-dinitrophenyl)-1,2,4-oxadiazole